C(C)[C@H]1[C@H]([C@H]2[C@@H]3CC[C@H]([C@@H](CCC(=O)O)C)[C@]3(CC[C@@H]2[C@]2(CC[C@H](C[C@@H]12)O)C)C)O (3α,5β,6α,7α)-6-ethyl-3,7-dihydroxycholan-24-oic acid